OC=1C(=NC=C(C1C)C=1C=C2C=CN=CC2=CC1)C(=O)NCC(=O)O (3-hydroxy-5-(isoquinolin-6-yl)-4-methylpicolinoyl)glycine